Benzyl (methyl 2,4-di-O-acetyl-β-D-glucopyranuronate) C[C@]1(O)[C@H](OC(C)=O)[C@@H](O)[C@H](OC(C)=O)[C@H](O1)C(=O)OCC1=CC=CC=C1